C1OCC12CN(C2)C2=NC=CC(=N2)COC2=CC=C(C=C2)C2(CCC2)C2=CC=C(OC1CC(C1)NC=1C=C3C(N(C(C3=CC1)=O)C1C(NC(CC1)=O)=O)=O)C=C2 5-(((1r,3r)-3-(4-(1-(4-((2-(2-oxa-6-azaspiro[3.3]heptane-6-yl)pyrimidin-4-yl)methoxy)phenyl)cyclobutyl)phenoxy)cyclobutyl)amino)-2-(2,6-dioxopiperidin-3-yl)isoindoline-1,3-dione